bromo-2,3,5-trifluoro-1,1'-biphenyl BrC1=C(C(=C(C=C1F)C1=CC=CC=C1)F)F